C1(CCCC1)NC(CCN1C=NC2=C1C=CC(=C2)C2=NOC(=N2)CCC2CCCC2)=O N-cyclopentyl-3-(5-(5-(2-cyclopentylethyl)-1,2,4-oxadiazol-3-yl)-1H-benzo[d]imidazol-1-yl)propanamide